trans-2-decenecarboxylic acid C(\C=C\CCCCCCC)C(=O)O